(S)-N-(1-cyclopropylethyl)-5-(1-isopropyl-2-methyl-1H-imidazo[4,5-b]pyridin-6-yl)pyrrolo[2,1-f][1,2,4]triazin-2-amine C1(CC1)[C@H](C)NC1=NN2C(C=N1)=C(C=C2)C=2C=C1C(=NC2)N=C(N1C(C)C)C